1-N-t-Butoxycarbonyl-2-(hydroxymethyl)piperazine C(C)(C)(C)OC(=O)N1C(CNCC1)CO